3-amino-1-(4-((6-(2-hydroxy-4-(1H-pyrazol-4-yl)phenyl)pyridazin-3-yl)(trifluoromethyl)amino)-2,2,6,6-tetramethylpiperidin-1-yl)propan-1-one NCCC(=O)N1C(CC(CC1(C)C)N(C(F)(F)F)C=1N=NC(=CC1)C1=C(C=C(C=C1)C=1C=NNC1)O)(C)C